COCOC1=C(C#N)C=C(C=C1)C(F)(F)F 2-(methoxymethoxy)-5-(trifluoromethyl)benzonitrile